butyl 1-(hydroxymethyl)cyclopropane-1-sulfonate OCC1(CC1)S(=O)(=O)OCCCC